C1(CCC1)C1=NC(=NO1)C=1C=C2CC[C@H](C2=CC1)NC(C(F)F)=O (R)-N-(5-(5-cyclobutyl-1,2,4-oxadiazol-3-yl)-2,3-dihydro-1H-inden-1-yl)-2,2-difluoroacetamide